BrCC1=C(C(=O)OC)C=C(C=C1C(F)(F)F)C=O methyl 2-(bromomethyl)-5-formyl-3-(trifluoromethyl)-benzoate